C[C@@]1([C@@H](O[C@@H]([C@H]1O)CO)N1C=NC=2C(N)=NC=NC12)O 2'-C-methyl-adenosine